FC1=C(CNC2CCC(CC2)C(=O)NC2=CC(=C(C=C2)C)OC)C(=CC=C1)[N+](=O)[O-] (1s,4s)-4-(2-fluoro-6-nitrobenzylamino)-N-(3-methoxy-4-methylphenyl)cyclohexanecarboxamide